tert-Butyl N-[(2R)-3-[(4aR,8aS)-3,4,4a,5,6,7,8,8a-octahydro-2H-quinolin-1-yl]-2-amino-3-oxo-propyl]carbamate N1(CCC[C@H]2CCCC[C@H]12)C([C@@H](CNC(OC(C)(C)C)=O)N)=O